O=C1NC(CCC1C1=NN(C2=C(C=CC=C12)OC1CCN(CC1)C(C(=O)NC1=CC(=CC=C1)OC)=O)C)=O 2-(4-((3-(2,6-Dioxopiperidin-3-yl)-1-methyl-1H-indazol-7-yl)oxy)piperidin-1-yl)-N-(3-methoxyphenyl)-2-oxoacetamide